1-(2-ethoxy) ethyl dithiomalate C(C(S)CC(=O)[O-])(=O)OOCC.C(C(S)CC(=O)[O-])(=O)OCC